copper (1+) iodide [Cu]I